[Br-].CC(C(C[NH+](C(CCCCCCC\C=C/CCCCCCCC)=O)C(CCCCCCC\C=C/CCCCCCCC)=O)OC(CCCCCCC\C=C/CCCCCCCC)=O)(OC(CCCCCCC\C=C/CCCCCCCC)=O)C dimethyl-dioleoyl-2,3-dioleoyloxypropylammonium bromide